[(4-{5-[5-Fluoro-6-(2-methoxyethoxy)-1H-indazol-3-yl]-1,2-oxazol-3-yl}phenyl)imino]dimethyl-lambda6-sulfanon FC=1C=C2C(=NNC2=CC1OCCOC)C1=CC(=NO1)C1=CC=C(C=C1)N=S(=O)(C)C